3-fluoro-7-((4-(2-fluoro-6-(methylcarbamoyl)pyridin-3-yl)piperazin-1-yl)methyl)-6-chloropyrazolo[1,5-a]quinoxalin-4(5H)-one FC=1C=NN2C1C(NC1=C(C(=CC=C21)CN2CCN(CC2)C=2C(=NC(=CC2)C(NC)=O)F)Cl)=O